(3H-[1,2,3]triazolo[4,5-c]pyridin-3-yl)(4-(bis(4H-benzo[d][1,3]dioxin-6-yl)methyl)piperazin-1-yl)methanone N1=NN(C=2C=NC=CC21)C(=O)N2CCN(CC2)C(C2=CC1=C(OCOC1)C=C2)C2=CC1=C(OCOC1)C=C2